(2S,3R,4S,5R)-5-{4-amino-5-bromo-7H-pyrrolo[2,3-d]pyrimidin-7-yl}-N-[2-(azetidin-1-yl)quinolin-7-yl]-3-[(tert-butyldimethylsilyl)oxy]-4-fluorooxolane-2-carboxamide NC=1C2=C(N=CN1)N(C=C2Br)[C@H]2[C@H]([C@@H]([C@H](O2)C(=O)NC2=CC=C1C=CC(=NC1=C2)N2CCC2)O[Si](C)(C)C(C)(C)C)F